4-(2-(6-(trifluoromethyl)imidazo[1,2-a]pyridin-3-yl)pyrimidin-4-yl)piperazine-2-carboxamide FC(C=1C=CC=2N(C1)C(=CN2)C2=NC=CC(=N2)N2CC(NCC2)C(=O)N)(F)F